2-(dichloromethyl)-5-(trifluoromethyl)imidazo[1,2-a]Pyridine ClC(C=1N=C2N(C(=CC=C2)C(F)(F)F)C1)Cl